ClC=1C(=C(C(=CC1)N1N=NN=C1)C=1C=CC(=[N+](C1)[O-])C(C[C@@H]1[C@@H](C1)C(=O)N1CCCCC1)N1N=CC(=C1)C1=CC=CC=C1)F |o1:21,22| 5-(3-Chloro-2-fluoro-6-(1H-tetrazol-1-yl)phenyl)-2-(1-(4-phenyl-1H-pyrazol-1-yl)-2-((1R*,2R*)-2-(piperidine-1-carbonyl)cyclopropyl)ethyl)pyridine 1-oxide